FC1=CC=C2C=C(C=C(C2=C1C#C[Si](C(C)C)(C(C)C)C(C)C)C=O)OCOC [7-fluoro-3-(methoxymethoxy)-8-{[tri(propan-2-yl)silyl]ethynyl}naphthalen-1-yl]methanone